[Cl-].C(CCCCCCCCCCCCCCCCC)[N+](CCC[Si](O)(O)O)(C)C Octadecyldimethyl-(3-trihydroxysilylpropyl)Ammonium Chloride